C1(=CC=CC=C1)S(=O)(N)=N benzene-sulfonimidamide